N-ethyl-2-(4-methoxynaphthalen-1-yl)-N-methylethan-1-amine fumarate C(\C=C\C(=O)O)(=O)O.C(C)N(CCC1=CC=C(C2=CC=CC=C12)OC)C